(S)-1-[2-(3-phenylpropyl)pyrimidin-4-yl]pyrrolidine-2-carboxamide C1(=CC=CC=C1)CCCC1=NC=CC(=N1)N1[C@@H](CCC1)C(=O)N